1-(5-bromopyrazin-2-yl)cyclobutane-1-carbonitrile BrC=1N=CC(=NC1)C1(CCC1)C#N